C(C1=CC=CC=C1)OC1=C(C=C(C=C1OC)C=CC(C(C(C=CC1=CC(=C(C(=C1)OC)OCC1=CC=CC=C1)OC)=O)=C1SCCS1)=O)OC 1,7-bis(4-(benzyloxy)-3,5-dimethoxyphenyl)-4-(1,3-dithiolane-2-ylidene)hept-1,6-diene-3,5-dione